[2-[4-[[(3-chloro-5-fluoro-benzoyl)amino]-dideutero-methyl]-1-piperidinyl]acetyl]lithium oxide [O-2].ClC=1C=C(C(=O)NC(C2CCN(CC2)CC(=O)[Li])([2H])[2H])C=C(C1)F